2,3-dihydro-pyridooxazine O1NCCC2=C1C=CC=N2